C(C)OC1=C(O[C@H]2CN(CCC2)C2=CN=CC(=N2)NC(C(C)(C)C2=CC=C(C=C2)N2CCC(CC2)C(=O)O)=O)C=CC=C1 (R)-1-(4-(1-((6-(3-(2-ethoxyphenoxy)piperidin-1-yl)pyrazin-2-yl)amino)-2-methyl-1-oxopropan-2-yl)phenyl)piperidine-4-carboxylic acid